2,4,7,10,13,17-hexaoxanonadecan-19-al COCOCCOCCOCCOCCCOCC=O